OCCCCN1CC(=NC=C1)C(C)C 4-(4-hydroxybutyl)-2-isopropylpyrazine